C(C1=CC=CC=C1)N([C@@H](C(C)C)C(=O)O)P(=O)(OC1=CC=CC=C1)OC[C@]1(N2[C@H](C[C@H](C1=O)CC2)C)COC.CC2=CC(=NC=C2[N+](=O)[O-])NC(=N)N 1-(4-methyl-5-nitropyridin-2-yl)guanidine benzyl-((((1S,2R,4R,6S)-2-(methoxymethyl)-6-methyl-3-oxoquinuclidin-2-yl)methoxy)(phenoxy)phosphoryl)-L-valinate